(4S,5S)-4,5-dimethyl-1,3,2-dioxathiolan 2,2-dioxide C[C@@H]1OS(O[C@H]1C)(=O)=O